ClC1=C(C=NNC1=O)N1C[C@@H](CC1)OC1=NC=CC(=C1)C1=C(C=C(C=C1)NC(=O)C1CCCC1)F (R)-N-(4-(2-((1-(5-chloro-6-oxo-1,6-dihydropyridazin-4-yl)pyrrolidin-3-yl)oxy)pyridin-4-yl)-3-fluorophenyl)cyclopentane-carboxamide